P(=O)(O)(O)O.C(C)O[SiH2]Cl.C(C)O[SiH2]Cl.C(C)O[SiH2]Cl tri(ethoxychlorosilane) phosphate